SCCCSSSCCCS γ-mercaptopropyltrisulfide